C(C)N1N=CC(=C1)NC=1N=C(C2=C(N1)NC=C2)C=2C=CC=CC2 3-(2-((1-ethyl-1H-pyrazol-4-yl)amino)-7H-pyrrolo[2,3-d]pyrimidin-4-yl)benzene